1-(6-chloro-1-methyl-1H-pyrrolo[2,3-b]pyridin-4-yl)ethan-1-one ClC1=CC(=C2C(=N1)N(C=C2)C)C(C)=O